CC(C)(C)OC(=O)NCCCCCCCCC(=O)O 9-({[(2-methylpropan-2-yl)oxy]carbonyl}amino)nonanoic acid